Benzyl 3-(6-((tert-butyldiphenylsilyl)oxy)-2,2-difluoro-4-hydroxyhexanoyl)-4-oxopiperidine-1-carboxylate [Si](C1=CC=CC=C1)(C1=CC=CC=C1)(C(C)(C)C)OCCC(CC(C(=O)C1CN(CCC1=O)C(=O)OCC1=CC=CC=C1)(F)F)O